CN(C1=NC=CC(=C1)C1=CC=2C=NC(=CC2N1)NC1CCOCC1)CC(F)(F)F 2-(2-(methyl(2,2,2-trifluoroethyl)amino)pyridin-4-yl)-N-(tetrahydro-2H-pyran-4-yl)-1H-pyrrolo[3,2-c]pyridin-6-amine